(R)-(1-(4-fluorophenyl)-6-((1-propyl-1H-1,2,3-triazol-5-yl)sulfonyl)-4,4a,5,6,7,8-hexahydro-1H-pyrazolo[3,4-g]isoquinolin-4a-yl)(thiazol-4-yl)methanone FC1=CC=C(C=C1)N1N=CC2=C1C=C1CCN(C[C@]1(C2)C(=O)C=2N=CSC2)S(=O)(=O)C2=CN=NN2CCC